N-(dimethylcarbamoyl)-N-methyl-L-valine CN(C(=O)N([C@@H](C(C)C)C(=O)O)C)C